COC(C(C(=O)OC)(CC#CC)CC#CBr)=O 2-(3-Bromoprop-2-ynyl)-2-but-2-ynylmalonic acid dimethyl ester